O=C1NC=2C=C(C=CC2C2=C1OCCC2)C(=O)OC methyl 5-oxo-2,3,5,6-tetrahydropyrano[2,3-c]quinoline-8-carboxylate